[N+](=O)([O-])C1=CC=C(C)C=C1 para-mononitrotoluene